C1(=CC(=CC=C1)N)C1=CC(=CC=C1)N 1,1'-biphenyl-3,3'-diamine